ClC1=CC=C(C=C1)CN1C2(CCN(C2)C2=NC=CC=C2)C(N(CC1=O)C(C)C)=O 6-[(4-chlorophenyl)methyl]-9-(propan-2-yl)-2-(pyridin-2-yl)-2,6,9-triazaspiro[4.5]decane-7,10-dione